C[C@@](C(=O)O)(C[C@H]1C(NCC1)=O)NC(=O)[C@@H]1CC2(CC2)CCN1.C(=C)C1=C(C(O)=CC=C1)O VINYL-CATECHOL (S)-methyl-3-((S)-2-oxopyrrolidin-3-yl)-2-((S)-6-azaspiro[2.5]octane-5-carboxamido)propanoate